C(C)(C)(C)OC(=O)N1C[C@H](OC2=CC=C3C=NNC3=C2C1)CC (R)-7-ethyl-1,7,8,10-tetrahydro-9H-[1,4]oxazepino[7,6-g]indazole-9-carboxylic acid tert-butyl ester